ClC(=O)C(CC(=O)OC1(CCC1)C1=CC=C(C=C1)C(F)(F)F)=C 1-(4-(trifluoromethyl)phenyl)cyclobutyl 3-(chlorocarbonyl)but-3-enoate